N-((1r,4r)-4-(3-chloro-4-cyanophenoxy)cyclohexyl)-6-(3-((2-(2,6-dioxopiperidin-3-yl)-1-oxoisoindolin-5-yl)methyl)-3,8-diazabicyclo[3.2.1]octan-8-yl)pyridazine-3-carboxamide ClC=1C=C(OC2CCC(CC2)NC(=O)C=2N=NC(=CC2)N2C3CN(CC2CC3)CC=3C=C2CN(C(C2=CC3)=O)C3C(NC(CC3)=O)=O)C=CC1C#N